(S)-3-(3-chloro-4-fluorophenyl)-1-methyl-1-(1-(5-oxo-5,6-dihydropyrido[3,4-b]pyrazin-8-yl)ethyl)urea ClC=1C=C(C=CC1F)NC(N([C@@H](C)C1=CNC(C2=NC=CN=C21)=O)C)=O